ClN[C@@H](CC[C@@H](O)CN)C(=O)O N-chlorohydroxylysine